5-chloro-2-(((3r,4s)-3-hydroxy-3-(hydroxymethyl)-4-(3,4,5-trifluorophenoxy)pyrrolidin-1-yl)sulfonyl)benzonitrile ClC=1C=CC(=C(C#N)C1)S(=O)(=O)N1C[C@]([C@H](C1)OC1=CC(=C(C(=C1)F)F)F)(CO)O